4-(4-(((1-aminocyclobutyl)methyl)amino)-8-fluoro-2-(((2R,7aS)-2-fluorotetrahydro-1H-pyrrolizin-7a(5H)-yl)methoxy)pyrido[4,3-d]pyrimidin-7-yl)naphthalen-2-ol NC1(CCC1)CNC=1C2=C(N=C(N1)OC[C@]13CCCN3C[C@@H](C1)F)C(=C(N=C2)C2=CC(=CC1=CC=CC=C21)O)F